C1(CCC1)COC=1C(=NC=CC1)C#N 3-(cyclobutylmethoxy)picolinenitrile